C1(=CCC1)C(=O)N1CC(C1)C=1C(=C2N=CC=NC2=C(C1)C1=CC=C(C=C1)OC(F)(F)F)[C@H](CO)O (R)-Cyclobut-1-en-1-yl(3-(5-(1,2-dihydroxyethyl)-8-(4-(trifluoromethoxy)phenyl)quinoxalin-6-yl)azetidin-1-yl)methanone